CC=1N=C2N(C(=CC(=C2)N2CCC3(CC3)CC2)Cl)C1 methyl-5-chloro-7-(6-azaspiro[2.5]octane-6-yl)imidazo[1,2-a]pyridine